3-amino-4-(1-(methylamino)ethyl)benzoic acid methyl ester COC(C1=CC(=C(C=C1)C(C)NC)N)=O